5-ethyl-6-octyl-[1,2,4]triazolo[1,5-a]pyrimidine-2,7-diamine C(C)C1=NC=2N(C(=C1CCCCCCCC)N)N=C(N2)N